2-benzyl-3-(4-(3,4-dichlorophenyl)-5-(methylsulfonyl)thiazol-2-ylamino)propanoic acid C(C1=CC=CC=C1)C(C(=O)O)CNC=1SC(=C(N1)C1=CC(=C(C=C1)Cl)Cl)S(=O)(=O)C